(5-bromo-2-(((3S,4S)-4-methoxy-1-(2-methyl-3H-imidazo[4,5-c]pyridine-7-carbonyl)pyrrolidine-3-yl)amino)-3-nitrophenyl)((2S,6R)-2,6-dimethylmorpholino)methanone BrC=1C=C(C(=C(C1)C(=O)N1C[C@@H](O[C@@H](C1)C)C)N[C@H]1CN(C[C@@H]1OC)C(=O)C=1C2=C(C=NC1)NC(=N2)C)[N+](=O)[O-]